[Si](C)(C)(C(C)(C)C)OCC1=NC(=CC=C1F)\C=C\[N+](=O)[O-] (E)-2-(((tert-butyldimethylsilyl)oxy)methyl)-3-fluoro-6-(2-nitrovinyl)pyridine